COC[C@H](C(N[C@@H](CCCC1=CC=CC=C1)B1OC(C(O1)(C)C)(C)C)=O)NC(=O)C=1C=NC=NC1 N-((R)-3-methoxy-1-oxo-1-(((R)-4-phenyl-1-(4,4,5,5-tetramethyl-1,3,2-dioxaborolan-2-yl)butyl)amino)propan-2-yl)pyrimidine-5-carboxamide